BrC=1C=CC(OC1)=O 5-bromopyran-2-one